N-(2-(4-hydroxy-4-methylazepan-1-yl)-5-(trifluoromethyl)phenyl)-5-(pyridin-4-yl)furan-2-carboxamide OC1(CCN(CCC1)C1=C(C=C(C=C1)C(F)(F)F)NC(=O)C=1OC(=CC1)C1=CC=NC=C1)C